COC1=C(C=C(C=C1)N(C1=NC(=NC2=CC=CC=C12)C)C)C(C(=O)NN)C 2-(2-Methoxy-5-(methyl-(2-methylquinazolin-4-yl)amino)phenyl)propanehydrazide